3-(7-bromo-2-oxonaphtho[1,8-de][1,3]oxazin-3(2H)-yl)piperidine-2,6-dione BrC=1C2=CC=CC=3N(C(OC(C32)=CC1)=O)C1C(NC(CC1)=O)=O